(R)-5-(5-ethyl-1,2,4-oxadiazol-3-yl)-2,3-dihydro-1H-inden-1-amine hydrochloride Cl.C(C)C1=NC(=NO1)C=1C=C2CC[C@H](C2=CC1)N